[C-]1(C=CC=C1)N(C(=O)N)SN.[CH-]1C=CC=C1.[Fe+2] ferrocenyl-amino(thio)urea